2-(2-((2S,6R)-2,6-dimethyl-1-(2-(6-methylpyridin-3-yl)propan-2-yl)-4-(pyridin-2-yl)piperidin-4-yl)ethyl)-5-fluoropyridine C[C@@H]1N([C@@H](CC(C1)(C1=NC=CC=C1)CCC1=NC=C(C=C1)F)C)C(C)(C)C=1C=NC(=CC1)C